C=C1CC(CC1)COC1=CC=CC=C1 ((3-Methylenecyclopentyl)methoxy)benzene